((2-fluoro-6-methylphenyl)amino)-3-((6-methoxy-2-methyl-1,2,3,4-tetrahydroisoquinolin-7-yl)amino)-1,2,4-triazine-6-carboxamide FC1=C(C(=CC=C1)C)NC=1N=C(N=NC1C(=O)N)NC1=C(C=C2CCN(CC2=C1)C)OC